[Na].CC(C)(C)C1=CC=C(C=C1)C(C=O)C [4-(1,1-Dimethylethyl)phenyl]Propionaldehyde sodium